(3R)-1-(7-(5-cyclopropyl-1H-indazol-4-yl)-8-fluoro-2-(((2R,7aS)-2-fluorotetrahydro-1H-pyrrolizin-7a(5H)-yl)methoxy)pyrido[4,3-d]pyrimidin-4-yl)-3-methylpiperidin-3-ol C1(CC1)C=1C(=C2C=NNC2=CC1)C1=C(C=2N=C(N=C(C2C=N1)N1C[C@@](CCC1)(O)C)OC[C@]12CCCN2C[C@@H](C1)F)F